1,5-diphenylpent-1,4-dien-3-one C1(=CC=CC=C1)C=CC(C=CC1=CC=CC=C1)=O